methoxy-1-methyl-urea CON(C(=O)N)C